(S)-2-(2,5-Dichlorothiophen-3-carboxamido)-N6-methyl-5-oxo-N1-(2-oxo-1-(2-oxo-2-((1R,2S,4R)-1,7,7-trimethylbicyclo[2.2.1]heptan-2-ylamino)ethyl)-1,2-dihydropyridin-3-yl)hexandiamid ClC=1SC(=CC1C(=O)N[C@H](C(=O)NC=1C(N(C=CC1)CC(N[C@@H]1[C@@]2(CC[C@H](C1)C2(C)C)C)=O)=O)CCC(C(=O)NC)=O)Cl